N[C@@H]1CN(CC[C@H]1F)C1=NC2=C(N1CC(=O)NC)C=C(C(=C2)F)F 2-(2-((3R,4R)-3-Amino-4-fluoro-1-piperidinyl)-5,6-difluoro-1H-benzimidazol-1-yl)-N-methylacetamid